COC(=O)C=1C=C2C=C(C(=NC2=CC1)Br)Br 2,3-dibromoquinoline-6-carboxylic acid methyl ester